OC(C)(C)C1=CC=C(C=C1)C=1C=2N(C3=CC=C(C=C3N1)C(=O)O)C=CC2 4-(4-(2-hydroxypropan-2-yl)phenyl)pyrrolo[1,2-a]quinoxaline-7-carboxylic acid